BrC=1C=C(C=CC1)C=1N=C(C2=C(N1)C(=NC=C2)N)C(F)(F)F 2-(3-bromophenyl)-4-(trifluoromethyl)pyrido[3,4-d]Pyrimidin-8-amine